C(#N)C=1C=CC(=C(C1)C1=CC(=NC=C1C(=O)NC=1SC2=NC(=CC=C2N1)C1=CC(=C(C=C1)N1C(CCC1)=O)C)C)OC 4-(5-cyano-2-methoxyphenyl)-6-methyl-N-(5-(3-methyl-4-(2-oxopyrrolidin-1-yl)phenyl)thiazolo[5,4-b]pyridin-2-yl)nicotinamide